FC(C1=NN=C(O1)C1=CC(=C(C=C1F)CN1N=NC(=C1)C=1C=C2C=C(N=CC2=CC1)N)F)F 6-[1-({4-[5-(Difluoromethyl)-1,3,4-oxadiazol-2-yl]-2,5-difluorophenyl}methyl)-1H-1,2,3-triazol-4-yl]isoquinolin-3-amine